3-ethylbenz-thiazoline C(C)N1CSC2=C1C=CC=C2